5-methyl-3-(4-(2-(trifluoromethyl)phenyl)piperidine-1-carbonyl)-1,4,5,7-tetrahydro-6H-pyrazolo[4,3-c]pyridin-6-one CN1CC2=C(CC1=O)NN=C2C(=O)N2CCC(CC2)C2=C(C=CC=C2)C(F)(F)F